BrC1=C(C=CC(=C1)Cl)N1N=NC(=C1)C=O 1-(2-bromo-4-chlorophenyl)-1H-1,2,3-triazole-4-carbaldehyde